NC(C(=O)NC1=CN=C(S1)CC=1C(=NC=C(C1)F)OC)=C(C1CC1)C1CC1 (2S)-2-amino-3,3-dicyclopropyl-N-[2-[(5-fluoro-2-methoxy-3-pyridyl)methyl]thiazol-5-yl]propenamide